FC(C(=O)O)(F)F.CC1C(NC2=CN(N=C2C=2C=CN=C(CCCC1)C2)C=2C=NC=NC2)=O 9-methyl-4-(pyrimidin-5-yl)-3,4,7,15-tetraazatricyclo[12.3.1.02,6]Octadecan-1(18),2,5,14,16-pentaen-8-one trifluoroacetate salt